(5-chloro-4-(((3R,6S)-6-(hydroxymethyl)tetrahydro-2H-pyran-3-yl)amino)-1H-pyrrolo[2,3-b]pyridin-3-yl)(2-fluoro-4-(2-fluorophenoxy)phenyl)methanone ClC=1C(=C2C(=NC1)NC=C2C(=O)C2=C(C=C(C=C2)OC2=C(C=CC=C2)F)F)N[C@H]2CO[C@@H](CC2)CO